C1(CC1)C=1C=CC=2N(C1)C=C(N2)CC(=O)NN 2-(6-cyclopropylimidazo[1,2-a]pyridin-2-yl)acetohydrazide